ClC1=C(N(C2=C1C=1C=NNC1C=C2)CC2=C(C=C(CCNCCCF)C=C2)F)C2=C(C=CC=C2)C N-(4-((8-chloro-7-(o-tolyl)pyrrolo[3,2-e]indazol-6(3H)-yl)methyl)-3-fluorophenethyl)-3-fluoropropan-1-amine